5-((2-(3,5-dimethylphenyl)pyridin-4-yl)methylene)thiazolidine-2,4-dione CC=1C=C(C=C(C1)C)C1=NC=CC(=C1)C=C1C(NC(S1)=O)=O